racemic-tert-Butyl (5R,9S)-2-methyl-3-(((trifluoromethyl)sulfonyl) oxy)-4,5,6,7,8,9-hexahydro-2H-5,9-epiminocycloocta[c]pyrazole-10-carboxylate CN1N=C2C(=C1OS(=O)(=O)C(F)(F)F)C[C@H]1CCC[C@@H]2N1C(=O)OC(C)(C)C |r|